1,4-dichloroanthracene ClC1=CC=C(C2=CC3=CC=CC=C3C=C12)Cl